1-(2-((2,4-dimethylphenyl)thio)phenyl)-N,N-dimethylpiperidin-4-amine CC1=C(C=CC(=C1)C)SC1=C(C=CC=C1)N1CCC(CC1)N(C)C